Methyl ((S)-1-((S)-3-(((S)-5,5-difluoro-1-oxohexan-2-yl)carbamoyl)-2-azaspiro[4.5]decan-2-yl)-3,3-dimethyl-1-oxobutan-2-yl)carbamate FC(CC[C@@H](C=O)NC(=O)[C@H]1N(CC2(C1)CCCCC2)C([C@H](C(C)(C)C)NC(OC)=O)=O)(C)F